CN([C@@H](C(=O)NC=1C=C2C=CN=C(C2=CC1)O)C1=CSC=C1)C |r| (rac)-2-(dimethylamino)-N-(1-hydroxyisoquinolin-6-yl)-2-(thiophen-3-yl)acetamide